CC1=C(C(=O)O)C(=C(C(=C1C)C(=O)O)C)C 2,3,5,6-tetramethylterephthalic acid